C(#N)C1=C(C=CC(=C1)B1OC(C(O1)(C)C)(C)C)/N=C/N(C)C (E)-N'-(2-cyano-4-(4,4,5,5-tetramethyl-1,3,2-dioxaborolan-2-yl)phenyl)-N,N-dimethylformamidine